ClC1=C(C=CC(=C1)CNCCC(=O)NCCCNC1=C2C=NNC2=CC(=C1)C1COC1)C1=CC=CC=C1 3-(((2-chloro-[1,1'-biphenyl]-4-yl)methyl)amino)-N-(3-((6-(oxetan-3-yl)-1H-indazol-4-yl)amino)propyl)propanamide